(5-bromo-1-ethyl-1H-pyrazol-4-yl)(5-iodo-1-methyl-1H-imidazol-4-yl)methanol BrC1=C(C=NN1CC)C(O)C=1N=CN(C1I)C